3-Bromo-4-iodo-2-phenylpyridine BrC=1C(=NC=CC1I)C1=CC=CC=C1